(4R,5S,6R)-6-((R)-1-(2,2-Difluoroacetamido)ethyl)-3-((3S,5S)-5-(2-(dimethylamino)ethylcarbamoyl)-pyrrolidin-3-ylthio)-4-methyl-7-oxo-1-azabicyclo[3.2.0]hept-2-ene-2-carboxylic acid FC(C(=O)N[C@H](C)[C@@H]1[C@H]2[C@H](C(=C(N2C1=O)C(=O)O)S[C@@H]1CN[C@@H](C1)C(NCCN(C)C)=O)C)F